C(C)OC(=O)C=1C(=NN(C1)C1=NNC=C1)N 3-amino-1-(pyrazol-3-yl)-1H-pyrazole-4-carboxylic acid ethyl ester